[I-].C1(CCCCC1)CN cyclohexylmethylamine iodide salt